FC1(CCN(CC1)C1=CC(=CC(=N1)NC(C1=C(C=C(C=C1)[N+](=O)[O-])N1CC[Si](CC1)(C)C)=O)C)F N-(6-(4,4-difluoropiperidin-1-yl)-4-methylpyridin-2-yl)-2-(4,4-dimethyl-1,4-azasilinan-1-yl)-4-nitrobenzamide